3-hydroxypyrone iron [Fe].OC=1C(OC=CC1)=O